NC=1C(=C2C(=NC1C(=O)N)N(N=C2Br)C)C2=C(C(=CC=C2)OC)C 5-amino-3-bromo-4-(3-methoxy-2-methylphenyl)-1-methyl-pyrazolo[3,4-b]pyridine-6-carboxamide